NC(CC1=NSC(=N1)NC(=O)C1=C(OC(=C1)C1=CC(=CC=C1)OC(F)(F)F)C)(C)C N-(3-(2-amino-2-methylpropyl)-1,2,4-thiadiazol-5-yl)-2-methyl-5-(3-(trifluoromethoxy)phenyl)furan-3-carboxamide